methyl 2-fluoro-5-((7-methoxy-4-oxo-3,4-dihydrophthalazin-1-yl)methyl)benzoate FC1=C(C(=O)OC)C=C(C=C1)CC1=NNC(C2=CC=C(C=C12)OC)=O